N6-[2-fluoro-3-(trifluoromethyl)phenyl]-1H-pyrazolo[3,4-b]pyrazine-3,6-diamine FC1=C(C=CC=C1C(F)(F)F)NC1=CN=C2C(=N1)NN=C2N